N-(3-chloro-2-fluorophenyl)-6-nitro-7-((3-(trifluoromethyl)-pyrrolidin-3-yl)ethynyl)quinazolin-4-amine ClC=1C(=C(C=CC1)NC1=NC=NC2=CC(=C(C=C12)[N+](=O)[O-])C#CC1(CNCC1)C(F)(F)F)F